tetrabenzyl bisphosphonate P(OCC1=CC=CC=C1)(OCC1=CC=CC=C1)=O.P(OCC1=CC=CC=C1)(OCC1=CC=CC=C1)=O